C(CCC)N(C(OCCCCC)=O)CCCC pentyl N,N-dibutylcarbamate